ClC1=C(C=CC=C1F)C=1N=C(N2C1SC=C2)C2=CC=C(C(=O)O)C=C2 4-(7-(2-chloro-3-fluorophenyl)imidazo[5,1-b]thiazol-5-yl)benzoic acid